O[C@@H](C(=O)N1CC=2CN(CC2C1)S(=O)(=O)C1=NC=CC=C1)C1=CC=CC=C1 (R)-2-hydroxy-2-phenyl-1-(5-(pyridin-2-ylsulfonyl)-3,4,5,6-tetrahydropyrrolo[3,4-c]pyrrol-2(1H)-yl)ethan-1-one